N-(1-allyl-5-(trifluoromethyl)-1H-1,2,4-triazol-3-yl)-4-(5-(3,5-dichloro-4-fluorophenyl)-5-(trifluoromethyl)-4,5-dihydroisoxazol-3-yl)-2-methylbenzamide C(C=C)N1N=C(N=C1C(F)(F)F)NC(C1=C(C=C(C=C1)C1=NOC(C1)(C(F)(F)F)C1=CC(=C(C(=C1)Cl)F)Cl)C)=O